BrC=1C=C2C(=NC1)N(CC2)C(C)C 5-bromo-1-isopropyl-2,3-dihydro-1H-pyrrolo[2,3-b]pyridine